(4-(4-((3-(difluoromethyl)-1-((1R,4R)-4-formylcyclohexyl)-1H-pyrazol-4-yl) carbamoyl) oxazol-2-yl) pyridin-2-yl) carbamate C(N)(OC1=NC=CC(=C1)C=1OC=C(N1)C(NC=1C(=NN(C1)C1CCC(CC1)C=O)C(F)F)=O)=O